3-Dimethylamino-methyl-bicyclo[1.1.1]pentane-1-carboxylic acid (4-methoxy-7-morpholin-4-yl-thiazolo[4,5-c]pyridin-2-yl)-amide COC1=NC=C(C2=C1N=C(S2)NC(=O)C21C(C(C2)(C1)N(C)C)C)N1CCOCC1